(S)-1-Amino-4-(4-((4-ethylpyridin-2-yl)carbamoyl)phenyl)-2-(1-propioloylpiperidin-2-yl)-1H-imidazol-5-carboxamid NN1C(=NC(=C1C(=O)N)C1=CC=C(C=C1)C(NC1=NC=CC(=C1)CC)=O)[C@H]1N(CCCC1)C(C#C)=O